(S)-N-(2,4-dichloro-6-(hydroxymethyl)benzyl)-5-fluoro-8-oxo-5,6,7,8-tetrahydro-quinoline-5-carboxamide ClC1=C(CNC(=O)[C@]2(C=3C=CC=NC3C(CC2)=O)F)C(=CC(=C1)Cl)CO